5-(2,3-dihydroxypiperazin-1-yl)-2,3-dihydro-1,4-benzodioxine OC1N(CCNC1O)C1=CC=CC=2OCCOC21